C(#N)C1=C(C=C(C(=O)OC)C#N)C=CC=C1 methyl 2-cyano-α-cyanocinnamate